6-(ethoxycarbonyl)-2-iminobenzo[d]thiazol-3(2H)-aminium C(C)OC(=O)C1=CC2=C(N(C(S2)=N)[NH3+])C=C1